Cl/C(=C(/I)\S(=O)(=O)C1=CC=C(C=C1)C)/C1=CC=CC=C1 (E)-1-((2-chloro-1-iodo-2-phenylethenyl)sulfonyl)-4-methylbenzene